3-(chloromethyl)-5-fluoro-2-methoxypyridine ClCC=1C(=NC=C(C1)F)OC